C1=C(C=CC=2C3=CC=CC=C3NC12)C(C(=O)NCC1=CC=C(C=C1)F)CC(=O)NCCN1CCN(CC1)C 2-(9H-carbazol-2-yl)-N1-(4-fluorobenzyl)-N4-(2-(4-methylpiperazin-1-yl)ethyl)succinamide